C(C)(=O)O[C@H]1[C@H](O[C@H]([C@@H]1OC(C)=O)N1C2=NC(=NC=C2N(C1=O)CC1CC1)N)COC(C)=O (2R,3S,4R,5R)-2-(Acetoxymethyl)-5-(2-amino-7-(cyclopropylmethyl)-8-oxo-7,8-dihydro-9H-purin-9-yl)tetrahydrofuran-3,4-diyl diacetate